N-benzyl-4-((6-nitro-1H-indol-3-yl)methyl)aniline C(C1=CC=CC=C1)NC1=CC=C(C=C1)CC1=CNC2=CC(=CC=C12)[N+](=O)[O-]